The molecule is a metal sulfate compound having zinc(2+) as the counterion. It has a role as a fertilizer. It is a metal sulfate and a zinc molecular entity. It contains a zinc(2+). [O-]S(=O)(=O)[O-].[Zn+2]